CC(CC)N[C@@H]([C@@H](C)CC)C(=O)O 1-methylpropan-1-yl-(isoleucine)